[N+](=O)([O-])C1=C(NC=C1)C=O 3-NITRO-1H-PYRROLE-2-CARBALDEHYDE